CN1C=NN2C1=NC(=C(C2=O)C=2C=NN(C2)CC(C(F)(F)F)(F)F)C(F)(F)F 3-methyl-6-[1-(2,2,3,3,3-pentafluoropropyl)-1H-pyrazol-4-yl]-5-(trifluoromethyl)-3H,7H-[1,2,4]triazolo[1,5-a]pyrimidin-7-one